C(C)(C)[Si](C#CC=1OC(=CN1)C(=O)O)(C(C)C)C(C)C 2-(2-Triisopropylsilylethynyl)oxazole-5-carboxylic acid